C(#N)C=1NC2=C(C=CC(=C2C1)OC)F 2-Cyano-7-fluoro-4-methoxy-1H-indol